(1r,4r)-4-(methoxy(methyl)carbamoyl)cyclohexane Copper-Zinc-Nickel [Ni].[Zn].[Cu].CON(C(=O)C1CCCCC1)C